4-amino-7-bromo-5-fluoro-2,3-dihydro-1H-inden-1-one NC1=C2CCC(C2=C(C=C1F)Br)=O